FC(C(=O)O)(F)F.CC=1C(=C2C=NNC2=CC1)N1CC=2N=C(N=C(C2CC1)N1CCNCC1)OCCCN1CCOCC1 4-[3-[[7-(5-methyl-1H-indazol-4-yl)-4-piperazin-1-yl-6,8-dihydro-5H-pyrido[3,4-d]pyrimidin-2-yl]oxy]propyl]morpholine trifluoroacetate